1,2-dihydro-3H-pyrrolo[2,3-b]pyridin-3-one N1CC(C=2C1=NC=CC2)=O